4-((3,5-dimethylisoxazol-4-yl)methoxy)-N-(4-phenylthiazol-2-yl)benzamide CC1=NOC(=C1COC1=CC=C(C(=O)NC=2SC=C(N2)C2=CC=CC=C2)C=C1)C